Cl.NC(C(=O)N1CCN(CC1)C(=O)NC1=NC(N(C=C1)C1=CC(=C(C=C1)CN1CCC(CCC1)N)F)=O)(C)C 4-(2-Amino-2-methylpropanoyl)-N-(1-(4-((4-aminoazepan-1-yl)methyl)-3-fluorophenyl)-2-oxo-1,2-dihydropyrimidin-4-yl)piperazine-1-carboxamide hydrochloride salt